BrC=1C(=NC=CC1CC(C)(C)C)N 3-bromo-4-(2,2-dimethylpropyl)pyridin-2-amine